1-{6-[4-(6,7-difluoro-3-quinolylamino)-2-pyrimidinylamino]-1-indolinyl}-2-(dimethylamino)-1-ethanone FC=1C=C2C=C(C=NC2=CC1F)NC1=NC(=NC=C1)NC1=CC=C2CCN(C2=C1)C(CN(C)C)=O